C[C@H]1N(CCOC1)C=1C2=C(N=C(N1)C1=C3C(=NC=C1)NC=C3)C(=CS2)N2CC(CC2)O 1-(4-((R)-3-Methylmorpholinyl)-2-(1H-pyrrolo[2,3-b]pyridin-4-yl)thieno[3,2-d]pyrimidine-7-yl)pyrrolidin-3-ol